BrC1=C(C=CC=2N1C=CN2)F 5-bromo-6-fluoroimidazo[1,2-a]pyridine